methyl 4-(2-(4,4-difluoro-3-methylpiperidin-1-yl)-6-fluoroquinoline-3-carboxamido)thiophene-2-carboxylate FC1(C(CN(CC1)C1=NC2=CC=C(C=C2C=C1C(=O)NC=1C=C(SC1)C(=O)OC)F)C)F